FC1=C(C=C(C(=C1O)F)F)C1=NC(=NO1)C(=O)N1C[C@H](OCC1)C(F)(F)F (S)-(5-(2,4,5-Trifluoro-3-hydroxyphenyl)-1,2,4-oxadiazol-3-yl)(2-(trifluoromethyl)morpholino)methanone